FC1=CC(=CC=2N(C(=NC21)C)C(C)C)C=2C=CN1N=C(N=CC12)N[C@@H]1CC[C@H](CC1)OC 5-(4-fluoro-1-isopropyl-2-methyl-1H-benzo[d]imidazol-6-yl)-N-(trans-4-methoxycyclohexyl)pyrrolo[2,1-f][1,2,4]triazin-2-amine